3-[1-oxo-5-(4-piperidyloxy)isoindolin-2-yl]piperidine-2,6-dione O=C1N(CC2=CC(=CC=C12)OC1CCNCC1)C1C(NC(CC1)=O)=O